NC1=C(C(=NN1C1CCC(CC1)(C)O)C1=CC=C(C=C1)CNC(C1=C(C=CC=C1)OC)=O)C(=O)N 5-Amino-1-(4-hydroxy-4-methylcyclohexyl)-3-[4-[[(2-methoxybenzoyl)amino]methyl]phenyl]pyrazole-4-carboxamide